(S)-1'-(6-((2-Amino-3-chloropyridin-4-yl)thio)-1,2,4-triazin-3-yl)-1,3-dihydrospiro[indene-2,4'-piperidin]-1-amine fumarate C(\C=C\C(=O)O)(=O)O.NC1=NC=CC(=C1Cl)SC1=CN=C(N=N1)N1CCC2(CC1)[C@@H](C1=CC=CC=C1C2)N